2'-({1-[3-(Bromomethyl)-2-methylbenzenesulfonyl]piperidin-4-yl}amino)-7'-[(1R,3R)-3-(oxan-2-yloxy)cyclohexyl]spiro[cyclopropane-1,5'-pyrrolo[2,3-d]pyrimidin]-6'-one BrCC=1C(=C(C=CC1)S(=O)(=O)N1CCC(CC1)NC=1N=CC2=C(N1)N(C(C21CC1)=O)[C@H]1C[C@@H](CCC1)OC1OCCCC1)C